CC1CNC(C2=CN=C(C=C12)N[C@H]1CN(CC1)C(=O)N1[C@@H]2CO[C@H](C1)C2)=O 4-methyl-6-({(3R)-1-[(1S,4S)-2-oxa-5-azabicyclo[2.2.1]heptane-5-carbonyl]pyrrolidin-3-yl}amino)-3,4-dihydro-2,7-naphthyridin-1(2H)-one